C(C)(C)(C)OC(=O)N1C[C@@H](N(CC1)C1=NC=C(C=C1F)C(F)(F)F)CS.BrC=1C=C(OC1)C(OCC)OCC 4-bromo-2-(diethoxymethyl)furan t-butyl-(R)-4-(3-fluoro-5-(trifluoromethyl)pyridin-2-yl)-3-(sulfydrylmethyl)piperazin-1-carboxylate